C(C=C)(=O)N1CC(CCC1)C=1N=C(N2C(=NC=CC21)N)C2=CC(=C(C(=O)NC1=NC=CC(=C1)C#N)C=C2)F 4-(1-(1-acryloylpiperidin-3-yl)-5-aminoimidazo[1,5-c]pyrimidin-3-yl)-N-(4-cyanopyridin-2-yl)-2-fluorobenzamide